4-[4-[[1-(3-benzyloxyphenyl)-3-oxo-2-azaspiro[3.4]octan-2-yl]methyl]-1-piperidyl]-N-[4-(3-chloro-4-methyl-anilino)-3-nitro-phenyl]sulfonyl-2-(1H-indol-5-yloxy)benzamide C(C1=CC=CC=C1)OC=1C=C(C=CC1)C1N(C(C12CCCC2)=O)CC2CCN(CC2)C2=CC(=C(C(=O)NS(=O)(=O)C1=CC(=C(C=C1)NC1=CC(=C(C=C1)C)Cl)[N+](=O)[O-])C=C2)OC=2C=C1C=CNC1=CC2